CC1=C(C=CC(=C1)C)C1CC=2C=NN(C(C2CC1)=O)C1=NC=C(C=C1)COC 6-(2,4-Dimethylphenyl)-2-(5-(methoxymethyl)pyridin-2-yl)-5,6,7,8-tetrahydrophthalazin-1(2H)-one